[P].C1(=C(C=CC=C1)C1=CC=C1)C tolylcyclobutadiene phosphorus